ClC1=NC(=CC=C1C#C[Si](C(C)C)(C(C)C)C(C)C)C1=CN=C2N1N=C(C(=C2)OC)C2CC2 2-[2-chloro-6-(6-cyclopropyl-7-methoxy-imidazo[1,2-b]pyridazin-3-yl)-3-pyridyl]ethynyl-triisopropyl-silane